4-[2-[(4-fluorobenzyl)(4-isobutoxybenzyl)amino]pyrimidin-4-yl]piperazine-1-carbaldehyde FC1=CC=C(CN(C2=NC=CC(=N2)N2CCN(CC2)C=O)CC2=CC=C(C=C2)OCC(C)C)C=C1